1-(5-(6,7-dichloro-3-(1H-pyrazol-4-yl)-1H-indol-2-yl)-1H-1,2,4-triazol-3-yl)-2-methoxyethan-1-one ClC1=CC=C2C(=C(NC2=C1Cl)C1=NC(=NN1)C(COC)=O)C=1C=NNC1